(S)-1-(pyridin-4-yl)propan-2-amine N1=CC=C(C=C1)C[C@H](C)N